N-(3-Aminopropyl)azetidine NCCCN1CCC1